C[C@@H]1CNCC[C@H]1NC(OC(C)(C)C)=O trans-tert-butyl (3-methylpiperidin-4-yl)carbamate